CC=1C=C(C=CC1OC=1C=NC(=NC1)N1CCOCC1)NC(=O)C1(CCCCC1)C(=O)N ((3-methyl-4-((2-morpholinopyrimidin-5-yl)oxy)phenyl)carbamoyl)cyclohexane-1-carboxamide